(R)-5-fluoro-3-(1-(3-(4-(2-hydroxyethyl)-1H-1,2,3-triazol-1-yl)imidazo[1,2-b]pyridazin-6-yl)pyrrolidin-2-yl)pyridin-2(1H)-one FC=1C=C(C(NC1)=O)[C@@H]1N(CCC1)C=1C=CC=2N(N1)C(=CN2)N2N=NC(=C2)CCO